6-Acetyl-8-cyclopentyl-2-[5-(3,5-dimethyl-piperazine-1-sulfonyl)-pyridin-2-ylamino]-5-methyl-8H-pyrido[2,3-d]pyrimidin-7-one C(C)(=O)C1=C(C2=C(N=C(N=C2)NC2=NC=C(C=C2)S(=O)(=O)N2CC(NC(C2)C)C)N(C1=O)C1CCCC1)C